CN(C)C=NC1=C(NC2=C1C=C(C=C2)OC)C=O N'-(2-FORMYL-5-METHOXY-1H-INDOL-3-YL)-N,N-DIMETHYLIMIDOFORMAMIDE